N-(4-(5-amino-8-methyl-3-(4-(pyrimidin-2-yloxy)phenyl)imidazo[1,2-c]pyrimidin-2-yl)phenyl)acrylamide NC1=NC=C(C=2N1C(=C(N2)C2=CC=C(C=C2)NC(C=C)=O)C2=CC=C(C=C2)OC2=NC=CC=N2)C